1-(1-(4-((R)-2-Hydroxypropoxy)-6-((S)-3-methoxytetrahydrofuran-3-yl)pyridine-2-yl)-3-methyl-1H-pyrazolo[4,3-c]pyridine-6-yl)urea O[C@@H](COC1=CC(=NC(=C1)[C@@]1(COCC1)OC)N1N=C(C=2C=NC(=CC21)NC(=O)N)C)C